(S)-(3-(azidomethyl)pyrrolidin-1-yl)(2-chloro-4-methyl-6-(trifluoromethyl)pyridin-3-yl)methanone N(=[N+]=[N-])C[C@@H]1CN(CC1)C(=O)C=1C(=NC(=CC1C)C(F)(F)F)Cl